O=C1NC(CCC1N1C(C2=CC=C(C=C2C1=O)OCCOCCOCCOCCOCCOCCCNC(COC1=CC=C(C=C1)OC=1C=NC=C(C1)C(F)(F)F)=O)=O)=O N-(1-((2-(2,6-dioxopiperidin-3-yl)-1,3-dioxoisoindolin-5-yl)oxy)-3,6,9,12,15-pentaoxaoctadecan-18-yl)-2-(4-((5-(trifluoromethyl)pyridin-3-yl)oxy)phenoxy)acetamide